Morpholino(5-nitropyridin-2-yl)methanone O1CCN(CC1)C(=O)C1=NC=C(C=C1)[N+](=O)[O-]